C(CCCCCCCCC)(=O)OC(CCCCCC)CCCCCCCCCCC(=O)OCC1=CC=CC=C1 18-(benzyloxy)-18-oxooctadecan-7-yl decanoate